C1(CC1)C1=CC=CC(=N1)C1=NC=CC=C1C=1C=CC=2N(C1)C(=CN2)C(=O)N 6-(6'-Cyclopropyl-[2,2'-bipyridin]-3-yl)imidazo[1,2-a]pyridin-3-carboxamid